C(C)(C)(C)NC(=O)C1[C@H]2CN(C[C@@H]12)C(=O)C=1N=CN(C1)C(C)C (1r,5s,6r)-N-tert-butyl-3-[1-(propan-2-yl)-1H-imidazole-4-carbonyl]-3-azabicyclo[3.1.0]hexane-6-carboxamide